BrC=1C=C(C=CC1)CO[C@@H]([C@H](CCC(N)=O)NC(OC(C)(C)C)=O)C Tert-butyl N-[(3S,4R)-4-[(3-bromophenyl)methoxy]-1-carbamoylpentan-3-yl]carbamate